CC1(CC=C(C=C1)N)N p-tolylenediamine